Tert-butyl N-[3,3-difluoro-1-[1-[1-[(4-methoxyphenyl)methyl]-2,6-dioxo-3-piperidyl]-3-methyl-2-oxo-benzimidazol-4-yl]-4-piperidyl]-N-methyl-carbamate FC1(CN(CCC1N(C(OC(C)(C)C)=O)C)C1=CC=CC=2N(C(N(C21)C)=O)C2C(N(C(CC2)=O)CC2=CC=C(C=C2)OC)=O)F